COCCOC1=CC(=CC=2N(C=NC21)C)C(=O)O 4-(2-methoxyethoxy)-1-methyl-1H-benzo[d]imidazole-6-carboxylic acid